COC=1C=C(C=CC1)CCOC1=CC=C2C=CNC2=C1 6-(3-Methoxyphenylethoxy)-1H-indole